4-[(cyclopropylamino)methyl]-1-[4-(3-fluorophenoxy)-6-(trifluoromethyl)pyrimidin-2-yl]Piperidin-4-ol C1(CC1)NCC1(CCN(CC1)C1=NC(=CC(=N1)OC1=CC(=CC=C1)F)C(F)(F)F)O